FC1=NNC=C1C1=CCCN(C1)C1=NC(=NC=C1)C1=CN=C2N1C=C(N=C2)C(F)(F)F 3-(4-(5-(3-Fluoro-1H-pyrazol-4-yl)-3,6-dihydropyridin-1(2H)-yl)pyrimidin-2-yl)-6-(trifluoromethyl)imidazo[1,2-a]pyrazine